(4-(methylsulfonyl)phenethyl)-2,3,4,9-tetrahydro-1H-carbazol-1-amine CS(=O)(=O)C1=CC=C(CCC2(CCCC=3C4=CC=CC=C4NC23)N)C=C1